trans-tert-butyl 4-[rac-(1R,2S)-2-(4-fluorophenyl)cyclopropyl]piperazine-1-carboxylate FC1=CC=C(C=C1)[C@H]1[C@@H](C1)N1CCN(CC1)C(=O)OC(C)(C)C |r|